(S)-N-(1-(6-(4-fluoro-1H-pyrazol-1-yl)pyridin-3-yl)ethyl)-1-(4-methyl-6-((5-methyl-1H-pyrazol-3-yl)amino)pyrimidin-2-yl)piperidine-4-sulfonamide FC=1C=NN(C1)C1=CC=C(C=N1)[C@H](C)NS(=O)(=O)C1CCN(CC1)C1=NC(=CC(=N1)C)NC1=NNC(=C1)C